C(C)(=O)NC1=CC=C(C=C1)C=1C=C2C(=NC1)N(C(=N2)C=2C(=NC=CC2)N)C2=CC=C(CNC(=O)C=1C=C(C=CC1)CC(=O)O)C=C2 2-(3-((4-(6-(4-acetamidophenyl)-2-(2-aminopyridin-3-yl)-3H-imidazo[4,5-b]pyridin-3-yl)benzyl)carbamoyl)phenyl)acetic acid